ClC1=C(C=CC=C1C1=C(C(=NC=C1)C1=CC=C2C(=CN(C2=C1)C)CN(C)C)Cl)C1=CC=C(C(=N1)OC)CNC[C@H]1CCC(N1)=O (R)-5-((((6-(2-chloro-3-(3-chloro-2-(3-((dimethylamino)methyl)-1-methyl-1H-indol-6-yl)pyridin-4-yl)phenyl)-2-methoxypyridin-3-yl)methyl)amino)methyl)pyrrolidin-2-one